4-(4-(3,6-diazabicyclo[3.1.1]heptan-6-yl)-6-fluoro-2-(((S)-1-methylpyrrolidin-2-yl)methoxy)pyrido[2,3-d]pyrimidin-7-yl)-5-chloronaphthalen-2-ol C12CNCC(N1C=1C3=C(N=C(N1)OC[C@H]1N(CCC1)C)N=C(C(=C3)F)C3=CC(=CC1=CC=CC(=C31)Cl)O)C2